Br.BrCCCC1=NC=CC=C1 3-bromopropyl-pyridine hydrobromide